O1CCN(CC1)C=1SC=2C(=NC(=C(C2)NC(=O)C=2N=COC2)C=2C=NNC2)N1 N-(2-morpholino-5-(1H-pyrazol-4-yl)thiazolo[4,5-b]pyridin-6-yl)oxazole-4-carboxamide